ClC1=C(C#N)C=CC(=C1)N1CC2(C[C@@H]1C)CCN(CC2)C2=CC=C(C=C2)C(=O)N2CCC(CC2)CN2CCN(CC2)C2=CC=C(C=C2)N[C@H]2C(NC(CC2)=O)=O 2-Chloro-4-((S)-8-(4-(4-((4-(4-(((R)-2,6-dioxo-piperidin-3-yl)amino)-phenyl)piperazin-1-yl)-methyl)piperidine-1-carbonyl)phenyl)-3-methyl-2,8-diazaspiro[4.5]decan-2-yl)benzonitrile